ClC=1C(=NC=NC1)C(=O)NC(C(=O)O)CCN(CCCCC1=NC=2NCCCC2C=C1)CCOC1=CC=CC=C1 2-[(5-chloropyrimidine-4-carbonyl)amino]-4-[2-phenoxyethyl-[4-(5,6,7,8-tetrahydro-1,8-naphthyridin-2-yl)butyl]amino]butanoic acid